CC=1C=NNC1C1=CC=C(C=C1)NC1=CC2=C(C(=CC(O2)=O)C(F)(F)F)C=C1 7-((4-(4-methyl-1H-pyrazol-5-yl)phenyl)amino)-4-(trifluoromethyl)-2H-benzopyran-2-one